C(C)(C)NC(OC1CC(CC1)C=1C=C2C(=NC1)N(C(=C2)CCl)COCC[Si](C)(C)C)=O [3-[2-(chloromethyl)-1-(2-trimethylsilylethoxymethyl) pyrrolo[2,3-b]pyridin-5-yl] cyclopentyl] N-isopropylcarbamate